trans-4-((3-(1-Cyclopropyl-1H-pyrazol-4-yl)phenyl)((trans-4-(4-methoxy-3-methylphenyl)cyclohexyl)methyl)carbamoyl)-cyclohexyl 3-(methylthio)azetidine-1-carboxylate CSC1CN(C1)C(=O)O[C@@H]1CC[C@H](CC1)C(N(C[C@@H]1CC[C@H](CC1)C1=CC(=C(C=C1)OC)C)C1=CC(=CC=C1)C=1C=NN(C1)C1CC1)=O